Cl.FC1(CNCCC1O)C 3-fluoro-3-methylpiperidin-4-ol hydrochloride